C(#N)C1=C(C=C(C=N1)NC(C(C(=O)OCC)(C)O)=O)C(F)(F)F ethyl 3-[[6-cyano-5-(trifluoromethyl)-pyridin-3-yl]amino]-2-hydroxy-2-methyl-3-oxopropanoate